CN(C/C=C/C(=O)N1CCN(CC1)CC(CN1C2=C(N(C([C@H](CC1)NC(OCCCC)=O)=O)C)C=CC=C2F)O)C butyl ((3S)-6-(3-(4-((E)-4-(dimethylamino)but-2-enoyl)piperazin-1-yl)-2-hydroxypropyl)-7-fluoro-1-methyl-2-oxo-1,2,3,4,5,6-hexahydrobenzo[b][1,4]diazocin-3-yl)carbamate